ClC=1C=C(C=CC1N1CCOCC1)C1(NN(C(=N1)N)C1=NC=NC2=CC(=C(C=C12)OC)OC)N 3-(3-chloro-4-morpholinylphenyl)-1-(6,7-dimethoxyquinazolin-4-yl)-1H-1,2,4-triazole-3,5-diamine